4-(propan-1-yn-1-yl)-1-(4-(trifluoromethoxy)benzyl)-1H-indazole-7-carboxylic acid C(#CC)C1=C2C=NN(C2=C(C=C1)C(=O)O)CC1=CC=C(C=C1)OC(F)(F)F